7-[5-(4-methyl-1-piperazinyl)pentyloxy]-3-acetylcoumarin oxime CN1CCN(CC1)CCCCCOC1=CC=C2C=C(C(OC2=C1)=NO)C(C)=O